FC(S(=O)(=O)NC(CC1N(C(CC1)=O)CC1=C(C(=CC=C1)F)F)=O)F N-(difluoromethylsulfonyl)-2-[1-[(2,3-difluorophenyl)methyl]-5-oxopyrrolidin-2-yl]acetamid